2-bromo-6-fluoro-4-(tetrahydro-2H-pyran-4-yl)phenol BrC1=C(C(=CC(=C1)C1CCOCC1)F)O